Dimethyl 4,4'-(1,10-phenanthroline-3,8-diyl)dibenzoate N1=CC(=CC2=CC=C3C=C(C=NC3=C12)C1=CC=C(C(=O)OC)C=C1)C1=CC=C(C(=O)OC)C=C1